4-allyloxy-2,2,6,6-tetramethylpiperidine C(C=C)OC1CC(NC(C1)(C)C)(C)C